6-(5-bromopyridin-3-yl)-2-oxa-6-azaspiro[3.4]octane BrC=1C=C(C=NC1)N1CC2(COC2)CC1